2-[4-[4-[(2,6-Dioxo-3-piperidyl)amino]phenyl]piperazin-1-yl]acetic acid hydrochloride Cl.O=C1NC(CCC1NC1=CC=C(C=C1)N1CCN(CC1)CC(=O)O)=O